[Si](C)(C)(C(C)(C)C)OCCN(C(OC(C)(C)C)=O)CCNC1=CC(=C(C(=C1)F)N1C(N(C2=C(C3=C1C=C(C=C3)Cl)C=C(N=C2)C#N)CC)=O)F tertbutyl (2-((tert-butyldimethylsilyl)oxy)ethyl)(2-((4-(9-chloro-2-cyano-5-ethyl-6-oxo-5,6-dihydro-7H-benzo[d]pyrido[4,3-f][1,3]diazepin-7-yl)-3,5-difluorophenyl)amino)ethyl)carbamate